O1C(=CC=C1)C=1C=CC(=C(C1)NC1=NC=NC2=CC(=C(C=C12)OC1CN(C1)C(C=C)=O)OC)OC1CN(C1)C 1-(3-((4-((5-(furan-2-yl)-2-((1-methylazetidin-3-yl)oxy)phenyl)amino)-7-methoxyquinazolin-6-yl)oxy)azetidin-1-yl)prop-2-en-1-one